(2R,3R,4R,5S)-2-(hydroxymethyl)-1-(2-((1r,4R)-4-(trifluoromethyl)cyclohexyl)ethyl)piperidine-3,4,5-triol OC[C@H]1N(C[C@@H]([C@H]([C@@H]1O)O)O)CCC1CCC(CC1)C(F)(F)F